NC1=NC=NN2C1=CC=C2[C@H]2[C@](O)([C@](O)([C@H](O2)COCC2=CC=CC=C2)CC2(CC=CC=C2)CN)CC2=CC=CC=C2 4-Amino-7-(1'-aminomethyl-2',3',5'-O-tribenzyl-β-D-ribofuranosyl)pyrrolo[2,1-f][1,2,4]triazine